BrC=1C=C2C=NN(C2=CC1)CCC(=O)N 3-(5-bromo-1H-indazol-1-yl)propionamide